F[P-](F)(F)(F)(F)F.C(CCC)[N+]1=CC=C(C=C1)C N-butyl-4-methylpyridinium hexafluorophosphate